D(-)-lactic acid C([C@H](O)C)(=O)O